6-[8-[[2-[(2S)-azetidin-2-yl]-8-fluoro-6,7-dihydro-5H-cyclopenta[f][1,3]benzoxazol-6-yl]methyl]-2-oxo-1-oxa-3,8-diazaspiro[4.5]decan-3-yl]-4H-pyrazino[2,3-b][1,4]oxazin-3-one N1[C@@H](CC1)C=1OC2=C(N1)C=C1C(=C2F)CC(C1)CN1CCC2(CN(C(O2)=O)C2=NC3=C(OCC(N3)=O)N=C2)CC1